O.[Li].[B] boron lithium water